1,6-dihydro-1-hydroxy-6-oxo-3-pyridinecarboxylic acid ON1C=C(C=CC1=O)C(=O)O